C1(CC1)OC1C(N(CC1)C=1C(=CC(=C(C1)NS(=O)(=O)C(F)(F)F)C)C)=O N-[5-[3-(cyclopropoxy)-2-oxo-1-pyrrolidinyl]-2,4-dimethylphenyl]-1,1,1-trifluoromethanesulfonamide